1-(1-(5-chloropyridin-3-yl)-1',4-dimethyl-1h,1'h-[3,4'-bipyrazole]-5-yl)-3-((3s,4r)-4-(3,4-difluorophenyl)-1-(2-methoxyethyl)pyrrolidin-3-yl)urea ClC=1C=C(C=NC1)N1N=C(C(=C1NC(=O)N[C@@H]1CN(C[C@H]1C1=CC(=C(C=C1)F)F)CCOC)C)C=1C=NN(C1)C